S1C(=CC=C1)N[C@@H](C)C(=O)O (2-thienyl)-L-alanine